(R)-N-(2-(4-((3-(1-(cyanomethyl)-3-(trifluoromethyl)-1H-pyrazol-4-yl)imidazo[1,2-a]pyrazin-8-yl)amino)-2-fluoro-6-methylbenzamido)propyl)piperidine-4-carboxamide C(#N)CN1N=C(C(=C1)C1=CN=C2N1C=CN=C2NC2=CC(=C(C(=O)N[C@@H](CNC(=O)C1CCNCC1)C)C(=C2)C)F)C(F)(F)F